methyl N6-((benzyloxy)carbonyl)lysinate C(C1=CC=CC=C1)OC(=O)NCCCC[C@H](N)C(=O)OC